[N+](=O)([O-])[O-].[N+3].[N+](=O)([O-])[O-].[N+](=O)([O-])[O-] nitrogen, nitrate salt